FC=1C(=C(C(=CC1)[N+](=O)[O-])C1=CC=C(C=C1)OC)F difluoro-4'-methoxy-6-nitro-1,1'-biphenyl